C(C)(C)(C)OC(=O)N1CCC12CN(CC2)C2=C(C=NC=C2C(=O)O)C2=CC(=CC(=C2)F)F 4-(1-(tertbutoxycarbonyl)-1,6-diazaspiro[3.4]octan-6-yl)-5-(3,5-difluorophenyl)nicotinic acid